OC1=C(C=CC=C1)S(=O)(=O)CP(OCC)(OCC)=O diethyl (hydroxyphenylsulfonyl)methylphosphonate